C(C)(C)N([C@@H]1CC[C@@H]([C@@H](C1)NC(CCNC(OC(C)(C)C)=O)=O)N1C([C@H](CC1)NC1=NC=NC2=CC=C(C=C12)C(F)(F)F)=O)C tert-butyl (3-(((1R,2S,5R)-5-(isopropyl(methyl)amino)-2-((S)-2-oxo-3-((6-(trifluoromethyl)quinazolin-4-yl)amino)pyrrolidin-1-yl)cyclohexyl)amino)-3-oxopropyl)carbamate